3-amino-5-(2-methoxyethyl)-6,7-dihydropyrazolo[1,5-a]pyrazin-4(5H)-one NC=1C=NN2C1C(N(CC2)CCOC)=O